(3-(imidazo[1,2-a]pyridin-6-yl)-1H-pyrrolo[2,3-b]pyridin-5-yl)(2-methyl-5,6-dihydroimidazo[1,2-a]pyrazin-7(8H)-yl)methanone N=1C=CN2C1C=CC(=C2)C2=CNC1=NC=C(C=C12)C(=O)N1CC=2N(CC1)C=C(N2)C